C(=O)C1CC2(CN(C2)C(=O)OC(C)(C)C)C1 tert-butyl 6-formyl-2-azaspiro[3.3]heptane-2-carboxylate